NC=1N=NC(=CC1N1CC(CC1)(C(=O)NCC1CCN(CC1)C(=O)OCC1=CC=CC=C1)C1=CC=CC=C1)Cl benzyl 4-((1-(3-amino-6-chloropyridazin-4-yl)-3-phenylpyrrolidine-3-carboxamido)methyl)piperidine-1-carboxylate